isopropyl-titanium trimyristate C(CCCCCCCCCCCCC)(=O)[O-].C(CCCCCCCCCCCCC)(=O)[O-].C(CCCCCCCCCCCCC)(=O)[O-].C(C)(C)[Ti+3]